FC1=C2C(=NC=3N(C2=CC=C1F)C=NN3)NC 6,7-difluoro-N-methyl-[1,2,4]triazolo[4,3-a]quinazolin-5-amine